N-(2-(2,2-dimethylpyrrolidin-1-yl)ethyl)-6-methyl-5-((1-methyl-6-((1-methyl-1H-pyrazol-5-yl)amino)-1H-pyrazolo[3,4-d]pyrimidin-3-yl)amino)nicotinamide CC1(N(CCC1)CCNC(C1=CN=C(C(=C1)NC1=NN(C2=NC(=NC=C21)NC2=CC=NN2C)C)C)=O)C